3-(4-((5-(2,4-difluorophenyl)-1,3,4-oxadiazol-2-yl)thio)butoxy)-5,7-dimethoxy-2-(3,4,5-trimethoxyphenyl)-4H-chromen-4-one FC1=C(C=CC(=C1)F)C1=NN=C(O1)SCCCCOC1=C(OC2=CC(=CC(=C2C1=O)OC)OC)C1=CC(=C(C(=C1)OC)OC)OC